tert-butyl (5-(3-(5-(pentan-3-ylcarbamoyl)oxazol-2-yl)phenyl)-1H-pyrazole-3-carbonyl)-L-valinate CCC(CC)NC(=O)C1=CN=C(O1)C=1C=C(C=CC1)C1=CC(=NN1)C(=O)N[C@@H](C(C)C)C(=O)OC(C)(C)C